C(CCC)C(C(=O)OCCCCCCC(=O)OCC(CO)CO)CCCCCC 7-(3-hydroxy-2-(hydroxymethyl)propoxy)-7-oxoheptyl 2-butyloctanoate